(5aR,5bS,7aS,10aS,10bR)-2-((2-nitrophenyl)amino)-5a,7a-dimethyl-4,5,5a,5b,6,7,7a,9,10,10a,10b,11,12,12a-tetradecahydro-8H-cyclopenta[7,8]phenanthro[2,1-d]thiazol-8-one [N+](=O)([O-])C1=C(C=CC=C1)NC=1SC2=C(N1)CC[C@@]1([C@H]3CC[C@]4([C@H]([C@@H]3CCC12)CCC4=O)C)C